C(C)(=O)O[C@H](C[C@H](C(C)C)N(C)C(=O)OC(C)(C)C)C=1SC(=C(N1)C(=O)N[C@@H](C[C@@H](C(=O)OCC)C)CC1=CC=CC=C1)CCOCC1=CC=CC=C1 Ethyl (2S,4S)-4-{[(2-{(1R,3R)-1-acetoxy-3-[(tert-butoxycarbonyl)(methyl)amino]-4-methylpentyl}-5-[2-(benzyloxy)ethyl]-1,3-thiazol-4-yl)carbonyl]amino}-2-methyl-5-phenylpentanoate